COC(=O)C=1C(=NC(=CC1Cl)Cl)NC=NO 4,6-dichloro-2-[(N-hydroxyiminomethyl)-amino]pyridine-3-carboxylic acid methyl ester